S(=O)(=O)(O)C1=CC=CC=C1.S(=O)(=O)(O)C1=CC=CC=C1.C(C1=CC=CC=C1)(=O)N benzamide bis-besylate salt